imino(methyl)(2-((3-(1-(pyridin-3-ylmethyl)-1H-pyrazol-3-yl)-[1,1'-biphenyl]-4-yl)amino)ethyl)-λ6-sulfanone N=S(=O)(CCNC1=C(C=C(C=C1)C1=CC=CC=C1)C1=NN(C=C1)CC=1C=NC=CC1)C